N1CCC(CC1)NC(OC(C)(C)C)=O tert-butyl (R)-piperidine-4-ylcarbamate